ClC1=C(C=CC=C1)CC(=O)NC=1C=C2C=CC(=NC2=C(C1)S(N)(=O)=O)F 2-(2-chlorophenyl)-N-(2-fluoro-8-sulfamoylquinolin-6-yl)acetamide